N1C=C(C2=CC=CC=C12)C[C@@H](C(=O)OC)NC(=O)C1(CC2=CC=CC=C2C1)CC(=O)O (S)-2-(2-((3-(1H-indol-3-yl)-1-methoxy-1-oxopropan-2-yl)carbamoyl)-2,3-dihydro-1H-inden-2-yl)acetic acid